CC1(OB(OC1(C)C)C1=NN(C=2C1=NC=CC2)COCC[Si](C)(C)C)C 3-(4,4,5,5-tetramethyl-1,3,2-dioxaborolan-2-yl)-1-((2-(trimethylsilyl)ethoxy)methyl)-1H-pyrazolo[4,3-b]pyridine